N-((1S,3S)-3-(4-(chloromethyl)oxazol-2-yl)-3-(((cis-4-(3-methoxypyridin-2-yl)cyclohexyl)oxy)methyl)cyclopentyl)methanesulfonamide ClCC=1N=C(OC1)[C@@]1(C[C@H](CC1)NS(=O)(=O)C)CO[C@@H]1CC[C@@H](CC1)C1=NC=CC=C1OC